NC=1N=CC2=C(N1)NC=C2C2=CC=1N(C=C2)N=CC1C(=O)NC1CCOCC1 5-(2-amino-7H-pyrrolo[2,3-d]pyrimidin-5-yl)-N-(tetrahydro-2H-pyran-4-yl)pyrazolo[1,5-a]pyridine-3-carboxamide